8-(2,6-dimethyl-4-pyridinyl)-7-phenyl-[1,2,4]triazolo[4,3-c]pyrimidin-3-one CC1=NC(=CC(=C1)C=1C=2N(C=NC1C1=CC=CC=C1)C(NN2)=O)C